Cl.FC1=C(C=C(C=C1)NC(=O)[C@@H]1CNC[C@H]1C)C (3S,4S)-N-(4-fluoro-3-methylphenyl)-4-methylpyrrolidine-3-carboxamide, hydrochloride